FC1(OC2=C(O1)C=CC(=C2)[C@@H](C)OC=2C=C(C=NC2)N2N=C(C=1CCCC(C21)OC2=CC=C(C(=O)O)C=C2)C(F)(F)F)F 4-[[1-[5-[(1R)-1-(2,2-difluoro-1,3-benzodioxol-5-yl)ethoxy]-3-pyridinyl]-3-(trifluoromethyl)-4,5,6,7-tetrahydroindazol-7-yl]oxy]benzoic acid